2-(5-Chloropyrimidin-2-yl)-6-(3-methoxy-2-methylphenyl)-5,6,7,8-tetrahydrophthalazin-1(2H)-one ClC=1C=NC(=NC1)N1C(C=2CCC(CC2C=N1)C1=C(C(=CC=C1)OC)C)=O